α-(1,1-dimethylethyl)-α-[4'-(trifluoromethoxy)[1,1-biphenyl]-4-yl]-5-pyrimidinemethanol CC(C)(C)C(O)(C=1C=NC=NC1)C1=CC=C(C=C1)C1=CC=C(C=C1)OC(F)(F)F